2-(dimethylamino)-4-ethyl-6-sulfanyl-pyridine-3,5-dicarbonitrile CN(C1=NC(=C(C(=C1C#N)CC)C#N)S)C